bis(tri(tert-butyl)phosphine) palladium [Pd].C(C)(C)(C)P(C(C)(C)C)C(C)(C)C.C(C)(C)(C)P(C(C)(C)C)C(C)(C)C